3-methyl-4-((4-morpholino-6-((5-(5-phenyl-1,3,4-oxadiazol-2-yl)thiazol-2-yl)amino)pyrimidine-2-yl)amino)butan-1-ol CC(CCO)CNC1=NC(=CC(=N1)N1CCOCC1)NC=1SC(=CN1)C=1OC(=NN1)C1=CC=CC=C1